ClC1=NC=C(C(=C1)N1CCC(CC1)O)C#CC=1N=CN(C1)C (2-chloro-5-(2-(1-methylimidazol-4-yl)ethynyl)-4-pyridinyl)piperidin-4-ol